C(C1=CC=CC=C1)OC(=O)N1[C@@H](C[C@H](C1)C1CC1)C(=O)O (2S,4S)-1-[(benzyloxy)carbonyl]-4-cyclopropylpyrrolidine-2-carboxylic acid